C1(CCCCCCC1)C#N Cyclooctanecarbonitrile